C(C)(C)S(=O)(=O)C1=CC=C(C=C1)C=1N=C(C(=NC1)N)C1=CC(=NO1)C1=CC=C(C=C1)CNC 5-(4-isopropylsulfonylphenyl)-3-[3-[4-(methylaminomethyl)phenyl]isoxazol-5-yl]pyrazin-2-amine